ClC1=CC2=C([C@@H](OCOC2)[C@H]2O[C@H]([C@@H]([C@@H]2O)O)N2C=CC3=C2N=CN=C3C)C=C1 (2S,3S,4R,5R)-2-((R)-7-chloro-1,5-dihydrobenzo[e][1,3]dioxepin-1-yl)-5-(4-methyl-7H-pyrrolo[2,3-d]pyrimidin-7-yl)tetrahydrofuran-3,4-diol